COC1=C(CN2C(CCCC2)C(=O)O)C(=CC(=C1)C=CC=1C(=C(C=CC1)C1=CC=CC=C1)C)OC 1-(2,6-dimethoxy-4-(2-(2-methylbiphenyl-3-yl)ethenyl)benzyl)piperidine-2-carboxylic acid